ClC=1C(=NC=CC1C1=C(C(=CC=C1)C1=CC=C2C(=N1)N(C=C2C=O)C)Cl)C=2C=CC1=C(N(CCN(C1)C(=O)OC(C)(C)C)C)C2 tert-Butyl 8-(3-chloro-4-(2-chloro-3-(3-formyl-1-methyl-1H-pyrrolo[2,3-b]pyridin-6-yl)phenyl)pyridin-2-yl)-1-methyl-1,2,3,5-tetrahydro-4H-benzo[e][1,4]diazepine-4-carboxylate